[N+](=O)([O-])C=1C=C(C(=C(C(=O)O)C1F)F)F 5-nitro-2,3,6-trifluoro-benzoic acid